NC=1C=C(C=CC1F)C(O)C1=CC(=CC=C1)[N+](=O)[O-] (3-amino-4-fluorophenyl)(3-nitrophenyl)methanol